[Si](C)(C)(C(C)(C)C)OC1CC=C(CC1)C=1N=CC2=C(N1)SC(=N2)NC(C)=O N-(5-(4-((tert-butyldimethylsilyl)oxy)cyclohex-1-en-1-yl)thiazolo[5,4-d]pyrimidin-2-yl)acetylamine